ethyl 2-(toluene-4-sulfonyloxy)-acrylate CC1=CC=C(C=C1)S(=O)(=O)OC(C(=O)OCC)=C